diethyl 2-(((2R,3R,4S,5R)-5-(6-amino-2-chloro-9H-purin-9-yl)-4-fluoro-3-(isobutyryloxy)tetrahydrofuran-2-yl)methoxy)-2-((5-(methoxycarbonyl)thiophen-3-yl)methyl)malonate NC1=C2N=CN(C2=NC(=N1)Cl)[C@H]1[C@H]([C@@H]([C@H](O1)COC(C(=O)OCC)(C(=O)OCC)CC1=CSC(=C1)C(=O)OC)OC(C(C)C)=O)F